The molecule is a pyrrolizine that is the N-oxido derivative of symphytine. Isolated from extracts of comfrey root. It has a role as a metabolite. It is a member of pyrrolizines, a but-2-enoate ester and a tertiary amine oxide. It derives from a symphytine. C/C=C(\\C)/C(=O)O[C@@H]1CC[N+]2([C@@H]1C(=CC2)COC(=O)[C@@]([C@H](C)O)(C(C)C)O)[O-]